C12(CC(C1)C2)N2C(=NC1=C2C=C(C=C1)C(C)(C)O)NC(CC(C)(C)C)=O N-(1-(bicyclo[1.1.1]pentan-1-yl)-6-(2-hydroxypropan-2-yl)-1H-benzo[d]imidazol-2-yl)-3,3-dimethylbutanamide